(4-(2-((4S)-6-(4-chlorophenyl)-8-methoxy-1-methyl-4H-benzo[f][1,2,4]triazolo[4,3-a][1,4]diazepin-4-yl)acetamido)phenyl)boronic acid ClC1=CC=C(C=C1)C1=N[C@H](C=2N(C3=C1C=C(C=C3)OC)C(=NN2)C)CC(=O)NC2=CC=C(C=C2)B(O)O